4-(5-{1-[(6,7-dimethoxy-2-methylquinazolin-4-yl)amino]ethyl}thiophen-2-yl)-N-propylbenzamide COC=1C=C2C(=NC(=NC2=CC1OC)C)NC(C)C1=CC=C(S1)C1=CC=C(C(=O)NCCC)C=C1